BrC=1C(=C(C=CC1)CC(=O)O)F.C(CC)ONC(C1=CC=C(C=C1)NC1=NC=C(C(=N1)NC1=C(C=CC=C1)P(=O)(C)C)C(F)(F)F)=O N-(propoxy)-4-((4-((2-(dimethylphosphoryl)phenyl)amino)-5-(trifluoromethyl)pyrimidin-2-yl)amino)benzamide 3-Bromo-2-fluorophenyl-acetate